N,N'-hexamethylenebis[3-(3,5-di-t-butyl-4-hydroxyphenyl)propanamide] C(C)(C)(C)C=1C=C(C=C(C1O)C(C)(C)C)CCC(=O)NCCCCCCNC(CCC1=CC(=C(C(=C1)C(C)(C)C)O)C(C)(C)C)=O